FC1=CC=C(C(=C1C#N)OC)COC([2H])([2H])[2H] 6-Fluoro-2-methoxy-3-((methoxy-d3)methyl)benzonitrile